2-(4-tert-Butylphenyl)-4-methyl-1H-benzo[d]imidazole C(C)(C)(C)C1=CC=C(C=C1)C1=NC2=C(N1)C=CC=C2C